FC(C1=NN(C(=C1)N=C=N[C@H]1CCC2=C(C(=C(S2)C2CC2C(=O)N)S(N[C@@H]2C[C@@H](C2)F)(=O)=O)C1)C)F (5S)-5-[({[3-(difluoromethyl)-1-methyl-1H-pyrazol-5-yl]imino}methylidene)amino]-3-{[(cis-3-fluorocyclobutyl)sulfamoyl]-4,5,6,7-tetrahydro-1-benzothiophen-2-yl}cyclopropanecarboxamide